BrC=1C=C(C[C@H](N)C(=O)O)C=CC1 3-bromophenylalanine